The molecule is a 20-hydroxy steroid, a 21-oxo steroid, a C21-steroid, a steroid aldehyde and a 3-oxo-Delta(4) steroid. It derives from a hydride of a pregnane. C[C@]12CC[C@H]3[C@H]([C@@H]1CC[C@@H]2C(C=O)O)CCC4=CC(=O)CC[C@]34C